N-(6-(5-(6-methylpyridin-2-yl)-1H-imidazol-4-yl)benzo[d]thiazol-2-yl)-2-(piperazin-1-yl)acetamide CC1=CC=CC(=N1)C1=C(N=CN1)C1=CC2=C(N=C(S2)NC(CN2CCNCC2)=O)C=C1